5-bromo-N-methoxy-N,2-dimethylnicotinamide BrC=1C=NC(=C(C(=O)N(C)OC)C1)C